(2R,3S,4S,5R,6S)-2-(hydroxymethyl)-6-(((4aR,10aR)-7-methoxy-1-propyl-1,2,3,4,4a,5,10,10a-octahydrobenzo[g]quinolin-6-yl)oxy)tetrahydro-2H-pyran-3,4,5-triol OC[C@H]1O[C@H]([C@@H]([C@H]([C@@H]1O)O)O)OC1=C(C=CC2=C1C[C@H]1CCCN([C@@H]1C2)CCC)OC